(((4-nitrophenoxy)carbonyl)oxy)methyl acetate C(C)(=O)OCOC(=O)OC1=CC=C(C=C1)[N+](=O)[O-]